1,3-dioxo-1,3-dihydro-2H-isoindol-2-yl 1-(tert-butoxycarbonyl)prolinate C(C)(C)(C)OC(=O)N1[C@@H](CCC1)C(=O)ON1C(C2=CC=CC=C2C1=O)=O